[Si](C)(C)(C(C)(C)C)OCC=1N=C2N(C=C(C=C2)C(=O)O)C1CC1OCC1 2-(((tert-butyldimethylsilyl)oxy)methyl)-3-(oxetan-2-ylmethyl)imidazo[1,2-a]pyridine-6-carboxylic acid